methyl (2E)-4-{4-[3-carbamoyl-2-(4-phenoxyphenyl)-4,5,6,7-tetrahydro-2H-pyrazolo[4,3-b]pyridin-7-yl]piperazin-1-yl}-4-oxobut-2-enoate C(N)(=O)C=1N(N=C2C1NCCC2N2CCN(CC2)C(/C=C/C(=O)OC)=O)C2=CC=C(C=C2)OC2=CC=CC=C2